6-Chloro-1H-indole-3-carbonyl azide ClC1=CC=C2C(=CNC2=C1)C(=O)N=[N+]=[N-]